O=C1NC(CC[C@H]1N1C(C2=CC=CC(=C2C1)N(CC1CC2(C1)CCC2)CC2CC(C2)NC(OC(C)(C)C)=O)=O)=O tert-butyl N-[(1r,3r)-3-({[2-(2,6-dioxopiperidin-3-yl)-1-oxo-3H-isoindol-4-yl]({spiro[3.3]heptan-2-ylmethyl})amino}methyl)cyclobutyl]carbamate